OC=1CCN(C(C1C)=O)C(=O)OC(C)(C)C tert-butyl 4-hydroxy-5-methyl-6-oxo-3,6-dihydropyridine-1(2H)-carboxylate